ClC1=CC2=C(C=N1)N=C(S2)NC2CCN(CC2)C(C)=O 1-(4-((6-Chlorothiazolo[4,5-c]pyridin-2-yl)amino)piperidin-1-yl)ethanone